C1(CCCCC1)[C@@H](CC#N)N1N=CC(=C1)C=1C2=C(N=CN1)NC=C2 (3R)-3-cyclohexyl-3-[4-(7H-pyrrolo[2,3-d]pyrimidin-4-yl)-1H-pyrazol-1-yl]propanenitrile